1-bromo-3-chloro-2,4,5-trifluorobenzene BrC1=C(C(=C(C(=C1)F)F)Cl)F